C(C1=CC=CC=C1)N(CCNC(=O)[C@H]1N(C[C@@H](C1)O)C([C@H](C(C)(C)C)N1N=NC(=C1)C1CC1)=O)C1=NC=CC=C1 (2S,4r)-N-[2-[benzyl-(2-pyridyl)amino]ethyl]-1-[(2S)-2-(4-cyclopropyltriazol-1-yl)-3,3-dimethyl-butyryl]-4-hydroxy-pyrrolidine-2-carboxamide